N'-(5-chloro-2-methyl-3-(3-methylbenzyl)phenyl)-N-ethyl-N-methylformimidamide ClC=1C=C(C(=C(C1)N=CN(C)CC)C)CC1=CC(=CC=C1)C